(S)-dimethylprolinol C[C@@]1(N(CCC1)C)CO